ClC=1C=C(C=CC1)CCNC=O N-(3-chlorophenylethyl)formamide